bis(4-hydroxybenzyl) phosphate P(=O)(OCC1=CC=C(C=C1)O)(OCC1=CC=C(C=C1)O)[O-]